piperonyl-tridecanedienamide C(C1=CC=2OCOC2C=C1)C(C(=O)N)=CC=CCCCCCCCC